6-chloro-5-cyclopropyl-1-(tetrahydro-2H-pyran-2-yl)-4-(4,4,5,5-tetramethyl-1,3,2-dioxaborolan-2-yl)-1H-indazole ClC1=C(C(=C2C=NN(C2=C1)C1OCCCC1)B1OC(C(O1)(C)C)(C)C)C1CC1